N[C@@H](C(=O)O)CCC#P=O (2R)-amino-5-phosphoryl-pentanoic acid